N-cyclopropyl-4-(7-((((1s,3s)-3-hydroxy-3-methylcyclobutyl)methyl)amino)-5-(pyridin-3-yloxy)pyrazolo[1,5-a]pyrimidin-3-yl)-2-methylbenzamide C1(CC1)NC(C1=C(C=C(C=C1)C=1C=NN2C1N=C(C=C2NCC2CC(C2)(C)O)OC=2C=NC=CC2)C)=O